(S)-4-(5-chloro-4-(methylsulfonyl)pyrimidin-2-yl)-3-ethylpiperazine-1-carboxylic acid tert-butyl ester C(C)(C)(C)OC(=O)N1C[C@@H](N(CC1)C1=NC=C(C(=N1)S(=O)(=O)C)Cl)CC